methyl 4-cyclopropoxy-1-[6-(2-hydroxyphenyl)pyridazin-4-yl]piperidine-4-carboxylate Methyl-1-(6-chloropyridazin-4-yl)-4-cyclopropoxypiperidine-4-carboxylate COC(=O)C1(CCN(CC1)C1=CN=NC(=C1)Cl)OC1CC1.C1(CC1)OC1(CCN(CC1)C1=CN=NC(=C1)C1=C(C=CC=C1)O)C(=O)OC